(3-(4-heptyl)phenyl-3-hydroxypropyl)dimethylammoniopropanesulfonic acid CCCC(CCC)C=1C=C(C=CC1)C(CCC(CC)(S(=O)(=O)O)[NH+](C)C)O